2-fluoro-8-chloro-3-piperazin-1-yl-5-ethyl-5H-indolo[3,2-c]quinoline FC=1C=C2C=3C(=CN(C2=CC1N1CCNCC1)CC)C1=CC(=CC=C1N3)Cl